Cl.Cl.N1C=NC(=C1)N Imidazole-4-amine dihydrochloride